5-[6-benzyloxy-2-fluoro-3-[2-[(1S,5R,6S)-3-azabicyclo[3.1.0]hexan-6-yl]ethynyl]phenyl]-1,1-dioxo-1,2,5-thiadiazolidin-3-one C(C1=CC=CC=C1)OC1=CC=C(C(=C1N1CC(NS1(=O)=O)=O)F)C#CC1[C@H]2CNC[C@@H]12